C(C1=CC=CC=C1)C(C[C@H](N)C(=O)O)C(=O)O gamma-Benzylglutamic acid